2-(4-chlorophenyl)cyclohept-1-ene-1-carbaldehyde ClC1=CC=C(C=C1)C1=C(CCCCC1)C=O